FC(CCN1CC(C1)CNC(=O)C=1C=2C[C@@H]3[C@H](C2N(N1)C1=C(C=C(C=C1)F)F)C3)(F)F (1aR,5aR)-2-(2,4-Difluoro-phenyl)-1a,2,5,5a-tetrahydro-1H-2,3-diaza-cyclopropa[a]pentalene-4-carboxylic acid [1-(3,3,3-trifluoropropyl)-azetidin-3-ylmethyl]-amide